C(C)(C)(C)OC(=O)NC1=CC(=C(C=N1)N1C=C(C(C2=CN=C(C=C12)N1CC2=NC=CC=C2C1)=O)C(=O)O)C 1-(6-((tert-butoxy-carbonyl)amino)-4-methylpyridin-3-yl)-7-(5,7-dihydro-6H-pyrrolo[3,4-b]-pyridin-6-yl)-4-oxo-1,4-dihydro-1,6-naphthyridine-3-carboxylic acid